CNC(=O)C1CNC(C1)=O N-methyl-5-oxopyrrolidine-3-carboxamide